2-[[5-chloro-3-(methoxymethyl)-2-(4,4,5,5-tetramethyl-1,3,2-dioxaborolan-2-yl)phenoxy]methoxy]ethyl-trimethyl-silane ClC=1C=C(C(=C(OCOCC[Si](C)(C)C)C1)B1OC(C(O1)(C)C)(C)C)COC